C(C)OCCOC(=O)N1CCC(CC1)N1N=CC=2C1=NC(=NC2NC(=O)C=2SC(=CC2)[N+](=O)[O-])C2=CC=C(C=C2)Cl 2-ethoxyethyl-4-(6-(4-chlorophenyl)-4-(5-nitrothiophene-2-carboxamido)-1H-pyrazolo[3,4-d]pyrimidin-1-yl)piperidine-1-carboxylate